ClC=1C=C(C=CC1Cl)C(N1CC(C1)O)C1CCNCC1 1-((3,4-dichlorophenyl)(piperidin-4-yl)methyl)azetidin-3-ol